4-(2,3-Dichlorophenyl)-2-(2-thienylmethyl)imidazole ClC1=C(C=CC=C1Cl)C=1N=C(NC1)CC=1SC=CC1